pentadecane-7-one CCCCCCC(CCCCCCCC)=O